N-eicosanyl-pyridinium chloride [Cl-].C(CCCCCCCCCCCCCCCCCCC)[N+]1=CC=CC=C1